4-(((trans)-2-(4-bromophenyl)cyclopropyl)amino)tetrahydro-2H-thiopyran 1,1-dioxide BrC1=CC=C(C=C1)[C@H]1[C@@H](C1)NC1CCS(CC1)(=O)=O